cis-4-cis-7-decadienol C=C\C=C/CCC(CCC)O